4-[(5R,8aS)-1-(1-methanesulfonyl-cyclopropyl)-5-methyl-5,6,8a,9-tetrahydro-8H-7,10-dioxa-2,4,4b-triazaphenanthren-3-yl]-1H-pyrrolo[2,3-b]pyridin-5-ol CS(=O)(=O)C1(CC1)C1=NC(=NC=2N3[C@@H](COC[C@H]3COC12)C)C1=C2C(=NC=C1O)NC=C2